C(=CC1=CC=CC=C1)OS(=O)(=O)C1=C(C=CC=C1S(=O)(=O)OC=CC1=CC=CC=C1)C1=CC=CC=C1.[Na].[Na] Disodium Distyrylbiphenyl-disulfonate